6-[(4-Fluoropyridin-2-yl)amino]-4-{[3-methoxy-4-(1-methyl-1H-1,2,4-triazol-3-yl)pyridin-2-yl]amino}-N-(2H3)methylpyridazin-3-carboxamid FC1=CC(=NC=C1)NC1=CC(=C(N=N1)C(=O)NC([2H])([2H])[2H])NC1=NC=CC(=C1OC)C1=NN(C=N1)C